CN1CC2CCC(C1)C2COC=2C=C(C(=O)O)C=CN2 2-((3-methyl-3-azabicyclo[3.2.1]oct-8-yl)methoxy)isonicotinic acid